(S)-3-(2-(((1R,2S)-2-((E)-1-phenylbut-1-en-2-yl)cyclopropyl)amino)-7-azaspiro[3.5]nonan-7-yl)propane-1,2-diol dihydrochloride Cl.Cl.C1(=CC=CC=C1)\C=C(/CC)\[C@H]1[C@@H](C1)NC1CC2(C1)CCN(CC2)C[C@@H](CO)O